chlorobicarbonate C(O)(=O)Cl